tert-butyl N-[3-[[4-(3,4-dichloro-2-fluoro-anilino)pyrido[3,4-d]pyrimidin-6-yl]amino]propyl]carbamate ClC=1C(=C(NC=2C3=C(N=CN2)C=NC(=C3)NCCCNC(OC(C)(C)C)=O)C=CC1Cl)F